C(C)(=O)N[C@H](C(=O)N[C@H](C(=O)N[C@H](C(=O)O)CCC(F)(F)F)[C@H](CC)C)CC1=CC=C(C=C1)O (2S)-2-[(2S,3S)-2-[(2S)-2-acetamido-3-(4-hydroxyphenyl)propanamido]-3-methylpentanamido]-5,5,5-trifluoropentanoic acid